(R)-3-(((6-(5-methyl-2,3-dihydrobenzofuran-4-yl)-1,2,3,4-tetrahydroisoquinolin-1-yl)methyl)amino)isonicotinic acid CC=1C=CC2=C(CCO2)C1C=1C=C2CCN[C@H](C2=CC1)CNC1=C(C(=O)O)C=CN=C1